3-[4-(3-hydroxyazetidin-1-yl)phenyl]piperidine-2,6-dione OC1CN(C1)C1=CC=C(C=C1)C1C(NC(CC1)=O)=O